N1C(=CC=2C=NC=CC21)CNC(CN2C(=NC=C(C2=O)NC(=O)C=2N=C(OC2)C2=CC(=CC=C2)OC)C2=CC=CC=C2)=O N-(1-(2-(((1H-pyrrolo[3,2-c]pyridin-2-yl)methyl)amino)-2-oxoethyl)-6-oxo-2-phenyl-1,6-dihydropyrimidin-5-yl)-2-(3-methoxyphenyl)oxazole-4-carboxamide